1-(4-(2-(piperidin-1-yl)-4-(trifluoromethyl)benzyl)piperazine-1-carbonyl)-1H-pyrazole-3-carboxylic acid N1(CCCCC1)C1=C(CN2CCN(CC2)C(=O)N2N=C(C=C2)C(=O)O)C=CC(=C1)C(F)(F)F